N-((6S,7S)-6-((2,5-difluoro-[1,1'-biphenyl]-3-yl)methyl)-5-((S)-3-fluoro-2-hydroxy-propanoyl)-5-azaspiro[2.4]heptan-7-yl)-1-fluoromethanesulfonamide FC1=C(C=C(C=C1C[C@@H]1N(CC2(CC2)[C@@H]1NS(=O)(=O)CF)C([C@@H](CF)O)=O)F)C1=CC=CC=C1